3-(((tert-butyldimethylsilyl)oxy)methyl)azetidine-1,3-dicarboxylic acid 1-(tert-butyl) 3-ethyl ester C(C)OC(=O)C1(CN(C1)C(=O)OC(C)(C)C)CO[Si](C)(C)C(C)(C)C